C(C)OC(CCC)=O butanoic ethyl ester